(E)-1-(3-(4-bromophenyl)acryloyl)-N-(4-methoxyphenyl)piperidine-4-carboxamide BrC1=CC=C(C=C1)/C=C/C(=O)N1CCC(CC1)C(=O)NC1=CC=C(C=C1)OC